ClC1=NC=CC(=C1Cl)C=1N=CC(=NC1C)N1CCC(CC1)(N)C 1-(5-(2,3-dichloropyridin-4-yl)-6-methylpyrazin-2-yl)-4-methylpiperidin-4-amine